ICOCCO[Si](C)(C)C trimethylsiloxyethyl iodomethyl ether